C(C)N(C1=CC2=C(C=C(CO2)CO)C=C1)CC 7-(diethylamino)-3-(hydroxymethyl)-2H-1-benzopyran